(E)-3-(4-methylphenyl)sulfonylprop-2-enenitrile CC1=CC=C(C=C1)S(=O)(=O)/C=C/C#N